(4-isopropoxy-3-methyl-phenyl)methanone C(C)(C)OC1=C(C=C(C=C1)C=O)C